C(#N)C1(CCOCC1)NC(=O)C=1C=2C[C@@H]3[C@H](C2N(N1)C1=C(C=C(C=C1)F)F)C3 (1aR,5aR)-2-(2,4-Difluorophenyl)-1a,2,5,5a-tetrahydro-1H-2,3-diaza-cyclopropa[a]pentalene-4-carboxylic acid (4-cyano-tetrahydro-pyran-4-yl)-amide